octyloxydi(oxyethylene) phosphate P(=O)(O)(O)O.C(CCCCCCC)C(=C)OOOC=C